5-(8-((1S,2S)-2-(4-methoxyphenyl)cyclopropyl)imidazo[1,2-b]pyridazin-6-yl)pyrimidine-2,4(1H,3H)-dione COC1=CC=C(C=C1)[C@@H]1[C@H](C1)C=1C=2N(N=C(C1)C=1C(NC(NC1)=O)=O)C=CN2